tert-butyl-9-(1-(1-((benzyloxy)carbonyl)piperidin-4-yl)ethyl)-3,9-diazaspiro[5.5]undecane-3-carboxylate C(C)(C)(C)OC(=O)N1CCC2(CC1)CCN(CC2)C(C)C2CCN(CC2)C(=O)OCC2=CC=CC=C2